tri(2-hydroxyethyl)[(octadecyloxy)methyl]ammonium chloride [Cl-].OCC[N+](COCCCCCCCCCCCCCCCCCC)(CCO)CCO